CC1=C(N=NN1C1=C(C=CC=C1)C)C(=O)NC1=NC2=CC=C(C=C2C=C1)CN1CCCC1 5-Methyl-N-(6-(pyrrolidin-1-ylmethyl)chinolin-2-yl)-1-(o-tolyl)-1H-1,2,3-triazol-4-carboxamid